3-difluoromethyl-5-hexyl-1,2,4-triazole FC(C1=NNC(=N1)CCCCCC)F